ClC=1C(=CC(=NC1)C(C(=O)N)C1=CC(=CC=C1)C#N)C1=C2N(N=C1)CC(C2)(C)C (5-chloro-4-(5,5-dimethyl-5,6-dihydro-4H-pyrrolo[1,2-b]pyrazol-3-yl)pyridin-2-yl)-2-(3-cyanophenyl)acetamide